tert-butyl 2-{[3-(2,6-dioxopiperidin-3-yl)-2-methylquinolin-6-yl]oxy}acetate O=C1NC(CCC1C=1C(=NC2=CC=C(C=C2C1)OCC(=O)OC(C)(C)C)C)=O